1-(6-(difluoromethoxy)-3,4-dihydro-2H-benzo[b][1,4]oxazin-7-yl)-N-(3-(dimethylamino)propyl)-6-(pyrazolo[1,5-a]pyrimidin-3-yl)-1H-pyrazolo[4,3-c]pyridine-3-carboxamide FC(OC1=CC2=C(OCCN2)C=C1N1N=C(C=2C=NC(=CC21)C=2C=NN1C2N=CC=C1)C(=O)NCCCN(C)C)F